2-methacrylamidoethyl 4-((4-amino-2-(isothiazol-3-yl)-1H-imidazo[4,5-c]quinolin-1-yl)methyl)benzylcarbamate NC1=NC=2C=CC=CC2C2=C1N=C(N2CC2=CC=C(CNC(OCCNC(C(=C)C)=O)=O)C=C2)C2=NSC=C2